1-(2-bromoethyl)-2-methoxybenzene BrCCC1=C(C=CC=C1)OC